2-(2-((5-(1-aminoisoquinolin-7-yl)-1-(1-(2-hydroxyethyl)pyrrolidin-3-yl)-1H-indazol-3-yl)methoxy)phenyl)acetic acid NC1=NC=CC2=CC=C(C=C12)C=1C=C2C(=NN(C2=CC1)C1CN(CC1)CCO)COC1=C(C=CC=C1)CC(=O)O